tert-Butyl-(6-((3-amino-4-methoxyphenethoxy)methyl)pyridin-2-yl)carbamate C(C)(C)(C)OC(NC1=NC(=CC=C1)COCCC1=CC(=C(C=C1)OC)N)=O